O=C1[C@H](CCC=2C=CC=C3C[C@H](N1C23)C(NCC=2N=NNC2)=O)NC(=O)[C@H](CCC(=O)O)NC(CC2=CC=CC=C2)=O (S)-4-{(2S,5S)-4-Oxo-2-[(1H-[1,2,3]triazol-4-ylmethyl)-carbamoyl]-1,2,4,5,6,7-hexahydro-azepino[3,2,1-hi]indol-5-ylcarbamoyl}-4-phenylacetylamino-butyric acid